2-cyanoethyl (3-(hexadecyloxy)propyl) diisopropylphosphoramidite C(C)(C)N(P(OCCC#N)OCCCOCCCCCCCCCCCCCCCC)C(C)C